N-[[(2R)-2-hydroxy-cyclohexyl]-methyl]-acetamide O[C@H]1C(CCCC1)CNC(C)=O